Oxetane-2,2-diylbis(methan-d2-ol) O1C(CC1)(C(O)([2H])[2H])C(O)([2H])[2H]